CC(=CC(=O)[O-])C1=C(C=CC=C1)C(=O)O 3-methyl-3-(carboxyphenyl)-prop-2-enoate